FC1=C(C(=CC(=C1)COC)F)C1=C(C=CC(=N1)C(=O)N)F 6-[2,6-difluoro-4-(methoxymethyl)phenyl]-5-fluoropyridine-2-carboxamide